8,11,14-eicosatrienoic acid C(CCCCCCC=CCC=CCC=CCCCCC)(=O)O